CN1N=CC(=C1)C1N(CCC1)C(=O)NC1=CC(=C(C=C1)C)C1=NC=CC=C1 2-(1-methylpyrazol-4-yl)-N-(4-methyl-3-pyridin-2-ylphenyl)pyrrolidine-1-carboxamide